CC1=NC=C(C=N1)N1C[C@@H](CC1)C1CC12NCCC(C2)C(=O)N ((S)-1-(2-methylpyrimidin-5-yl)pyrrolidin-3-yl)-4-azaspiro[2.5]octane-7-carboxamide